COC(=O)C=1C=C2CNC(C2=C(C1)C1=CC=CC=C1)C#N cyano-7-phenylisoindoline-5-carboxylic acid methyl ester